C(#N)C=1C=C(C=CC1)C1(OC(CC1)=O)CNC(CC1CCCCC1)=O N-[[2-(3-cyanophenyl)-5-oxo-tetrahydrofuran-2-yl]methyl]-2-cyclohexyl-acetamide